C1(CCCC1)N1N=CC(=C1)C1=NC=2N3C(N(C(C2N1)=O)CCC)=NC=C3 2-(1-Cyclopentylpyrazol-4-yl)-5-propyl-3H-imidazo[2,1-b]purin-4-on